FC1=CC=C(C=C1)C(N1C[C@@H](N(C[C@H]1CC)C=1C=2N=CN(C2N2C(N1)=NN=C2)CC2CC2)CC)C2=CC=C(C=C2)F 4-((2S,5R)-4-(bis(4-fluorophenyl)methyl)-2,5-diethylpiperazin-1-yl)-1-(cyclopropylmethyl)-1H-[1,2,4]triazolo[3,4-b]purine